OC1(C(N(C2=NC=CC=C21)C)=O)C2=CC=CC=C2 3-hydroxy-1-methyl-3-phenyl-1,3-dihydro-2H-pyrrolo[2,3-b]pyridin-2-one